2,2'-bis(o-methylphenyl)-4,4',5,5'-tetraphenyl-biimidazole CC1=C(C=CC=C1)C1(N=C(C(=N1)C1=CC=CC=C1)C1=CC=CC=C1)C1(N=C(C(=N1)C1=CC=CC=C1)C1=CC=CC=C1)C1=C(C=CC=C1)C